tert-butyl 4-(4-((4-((3-(2-oxopiperidin-1-yl)propyl)amino)-5-(trifluoromethyl)pyrimidin-2-yl)amino)phenyl)-1,4-diazepane-1-carboxylate O=C1N(CCCC1)CCCNC1=NC(=NC=C1C(F)(F)F)NC1=CC=C(C=C1)N1CCN(CCC1)C(=O)OC(C)(C)C